4-(((trans)-4-(4-(3-(dimethylamino)propoxy)phenyl)cyclohexyl)oxy)-1H-1,2,3-triazole-5-carboxylic acid 2,2,2-trifluoroacetate FC(C(=O)O)(F)F.CN(CCCOC1=CC=C(C=C1)[C@@H]1CC[C@H](CC1)OC=1N=NNC1C(=O)O)C